CC[C@]1(C[C@@H](C2=C([C@H]1C(=O)[O-])C(=C3C(=C2O)C(=O)C4=C(C3=O)C=CC=C4O)O)O[C@H]5C[C@@H]([C@@H]([C@@H](O5)C)O)[NH3+])O The molecule is a zwitterion obtained by transfer of a proton from the carboxy to the primary amino group of 10-carboxy-13-deoxycarminomycin; major species at pH 7.3. It is a tautomer of a 10-carboxy-13-deoxycarminomycin.